C(C)(C)(C)OC(=O)C1=CC=C(C=C1)NC(=O)C1N(CCC2=C(C=CC=C12)N(C(CN(C)C)=O)C)C(=O)OCC Ethyl 1-((4-(tert-butoxycarbonyl) phenyl) carbamoyl)-5-(2-(dimethylamino)-N-methylacetamido)-3,4-dihydroisoquinoline-2(1H)-carboxylate